3H-pyrrolo[2,3-d]pyrimidin N1=CNC=C2C1=NC=C2